N-(1-(1H-1,2,4-triazol-5-yl)thiazol-5-yl)-2-(isoquinolin-5-yl)acetamide N1N=CN=C1S1C=NC=C1NC(CC1=C2C=CN=CC2=CC=C1)=O